5-(4-tert-butylphenyl)-1,10-phenanthroline C(C)(C)(C)C1=CC=C(C=C1)C1=C2C=CC=NC2=C2N=CC=CC2=C1